2-(3-((t-butoxycarbonyl)amino)cyclobutyl)acetic acid C(C)(C)(C)OC(=O)NC1CC(C1)CC(=O)O